NC([C@H](CC1=CC=C(C=C1)Cl)NC(OC(C)(C)C)=O)=O (S)-tert-butyl (1-amino-3-(4-chlorophenyl)-1-oxopropan-2-yl)carbamate